tert-butyl (6-(2-methyl-4-(quinoxalin-2-yl)-1H-imidazol-1-yl)hexyl)carbamate CC=1N(C=C(N1)C1=NC2=CC=CC=C2N=C1)CCCCCCNC(OC(C)(C)C)=O